N-[[2-(methylaminomethyl)phenyl]methyl]-N-[2-oxo-2-[[(3R)-2-oxospiro[1H-pyrrolo[2,3-b]pyridine-3,2'-indane]-5'-yl]amino]ethyl]adamantane-1-carboxamide 2,2,2-trifluoroacetate FC(C(=O)O)(F)F.CNCC1=C(C=CC=C1)CN(C(=O)C12CC3CC(CC(C1)C3)C2)CC(NC=2C=C3C[C@@]1(CC3=CC2)C(NC2=NC=CC=C21)=O)=O